N1(CCCCC1)CCC=O 3-piperidin-1-ylpropan-1-one